COC(=O)C=1C=C2CCN(C(C2=CC1)=O)C 2-Methyl-1-oxo-1,2,3,4-tetrahydroisoquinoline-6-carboxylic acid methyl ester